ClC1=CC(N(S1(=O)=O)CC1(CCCCC1)C(=O)O)=O ((5-chloro-1,1-dioxo-3-oxoisothiazol-2(3H)-yl)methyl)cyclohexane-1-carboxylic acid